FC1=CC=C2[C@H](CCOC2=C1)N (4S)-7-fluorochroman-4-amine